Cl.N[C@@H](CS)C(=O)O cysteine hydrochloric acid salt